7-methyl-4-nonanol CC(CCC(CCC)O)CC